(S)-N-(3-(1-((2-amino-5-chloropyridin-3-yl)oxy)ethyl)-phenyl)-3-ethynylbenzamide NC1=NC=C(C=C1O[C@@H](C)C=1C=C(C=CC1)NC(C1=CC(=CC=C1)C#C)=O)Cl